C[C@@H]([C@H]1CC[C@@H]2[C@@]1(CC[C@]3([C@H]2CCC4=CC(=O)CC[C@@]43C)O)C)C(=O)[O-] The molecule is a steroid acid anion that is the conjugate base of 9alpha-hydroxy-3-oxo-23,24-bisnorchol-4-en-22-oic acid, obtained by deprotonation of the carboxy group; major species at pH 7.3. It is a conjugate base of a 9alpha-hydroxy-3-oxo-23,24-bisnorchol-4-en-22-oic acid.